Lithium cobalt boron oxide [B]=O.[Co].[Li]